FC1(C[C@@H](CCC1)C(=O)N(C)OC)F (R)-3,3-Difluoro-N-methoxy-N-methylcyclohexane-1-carboxamide